(5-(3-(N-((1,2,3,5,6,7-hexahydro-s-indacen-4-yl)carbamoyl)sulfamoyl)-1H-pyrazol-1-yl)cyclohex-1-en-1-yl)boronic acid C1CCC2=C(C=3CCCC3C=C12)NC(=O)NS(=O)(=O)C1=NN(C=C1)C1CCC=C(C1)B(O)O